C(C=C)N1S(C(CC=2C=C(C=3C(=CN(C3C21)COCC[Si](C)(C)C)Cl)Cl)CCOC)(=O)=O 1-allyl-6,7-dichloro-3-(2-methoxyethyl)-9-((2-(trimethylsilyl)ethoxy)methyl)-1,3,4,9-tetrahydro-[1,2]thiazino[4,3-g]indole 2,2-dioxide